methyl-biphenyl iodonium [IH2+].CC1=C(C=CC=C1)C1=CC=CC=C1